(1R,5S)-3-(8-fluoro-7-(3-hydroxynaphthalen-1-yl)-2-((1-methylpyrrolidin-2-yl)methoxy)quinazolin-4-yl)-N-(2-(4-methylpiperazin-1-yl)ethyl)-3,8-diazabicyclo[3.2.1]octane-8-carboxamide FC=1C(=CC=C2C(=NC(=NC12)OCC1N(CCC1)C)N1C[C@H]2CC[C@@H](C1)N2C(=O)NCCN2CCN(CC2)C)C2=CC(=CC1=CC=CC=C21)O